O[C@]1(CCN(CC12CCCC2)C(=O)OC(C)(C)C)CN2C(C[C@@H](C2)C2=CC=CC=C2)=O tert-butyl (S)-10-hydroxy-10-(((R)-2-oxo-4-phenylpyrrolidin-1-yl) methyl)-7-azaspiro[4.5]decane-7-carboxylate